2-methyl-9-(n-hexyloxy)anthracene CC1=CC2=C(C3=CC=CC=C3C=C2C=C1)OCCCCCC